4-methoxy-N-(4-((4-methylpiperidin-1-yl)methyl)phenyl)-5-(p-tolyl)-7H-pyrrolo[2,3-d]pyrimidin-2-amine COC=1C2=C(N=C(N1)NC1=CC=C(C=C1)CN1CCC(CC1)C)NC=C2C2=CC=C(C=C2)C